CC1=C(C(=CC(=C1)C)C)N1CN(C=C1)C1=C(C=C(C=C1C)C)C 1,3-di(2,4,6-trimethylphenyl)imidazole